N-{3-nitro-4-[(oxan-4-ylmethyl)amino]benzenesulfonyl}-4-{2-[(2S)-2-[2-(pyridin-3-yl)phenyl]pyrrolidin-1-yl]-7-azaspiro[3.5]nonan-7-yl}benzamide hydrochloride Cl.[N+](=O)([O-])C=1C=C(C=CC1NCC1CCOCC1)S(=O)(=O)NC(C1=CC=C(C=C1)N1CCC2(CC(C2)N2[C@@H](CCC2)C2=C(C=CC=C2)C=2C=NC=CC2)CC1)=O